ClC1=CC=C(C(=N1)C1=NOC(N1)=O)NC(C)C=1C=2C3=C(N(C(C2C=C(C1)C)=O)C)N(N=C3)C3=NC=CC=C3 3-(6-chloro-3-((1-(4,7-dimethyl-5-oxo-3-(pyridin-2-yl)-4,5-dihydro-3H-pyrazolo[3,4-c]isoquinolin-9-yl)ethyl)amino)pyridin-2-yl)-1,2,4-oxadiazol-5(4H)-one